CC1=C(OC2=C(C=C(C=C2C1=O)C)[C@@H](C)NC1=C(C=CC=C1)C1=CN=NC=C1)C1=CC=CC=C1 3,6-Dimethyl-2-phenyl-8-[(1R)-1-(2-pyridazin-4-ylanilino)ethyl]chromen-4-one